C([C@@H]1[C@H]([C@@H]([C@@H]([C@H](O1)OC[C@@H]2[C@H]([C@@H]([C@@H]([C@H](O2)OC[C@@H]3[C@H]([C@@H]([C@@H]([C@@H](O3)O)O)O[C@@H]4[C@H]([C@H]([C@@H]([C@H](O4)CO)O)O)O)O)O)O[C@@H]5[C@H]([C@H]([C@@H]([C@H](O5)CO)O)O)O)O)O)O)O)O The molecule is a mannopentaose comprised of alpha-D-mannose and beta-D-mannose residues linked (1->6), to the alpha-D-mannose residue of which are linked (1->3) and (1->6) two further alpha-D-mannose residues, while to the beta-D-mannose residue is (1->3)-linked a fourth alpha-D-mannose. It has a role as an epitope.